2-AMINO-4-NITRO-5-METHOXYBENZALDEHYDE NC1=C(C=O)C=C(C(=C1)[N+](=O)[O-])OC